C(C)C=1C(=CC(=C(C1)O)F)C1=CC=C2C(=NNC2=C1)C1=NC2=C(N1)CN(C2)CC2=NC=CN=C2 5-ethyl-2-fluoro-4-(3-(5-(pyrazin-2-ylmethyl)-1,4,5,6-tetrahydropyrrolo[3,4-d]imidazol-2-yl)-1H-indazol-6-yl)phenol